(R)-cysteinyl-4-((6-amino-2-(butylamino)-8-hydroxy-9H-purin-9-yl)methyl)aniline Cis-3-(dimethylamino)cyclopentyl-2-(3,5-dichlorophenyl)benzo[d]oxazole-6-carboxylate CN([C@H]1C[C@H](CC1)OC(=O)C1=CC2=C(N=C(O2)C2=CC(=CC(=C2)Cl)Cl)C=C1)C.N[C@@H](CS)C(=O)NC1=CC=C(C=C1)CN1C2=NC(=NC(=C2N=C1O)N)NCCCC